NC1=NC=2C=C(C(=CC2C2=C1C=NN2C)C(=O)N([C@@H]2COC1=C2C=CC(=C1)C#CC=1C=NC=C(C1)C)C)Cl (S)-4-amino-7-chloro-N,1-dimethyl-N-(6-((5-methylpyridin-3-yl)ethynyl)-2,3-dihydrobenzofuran-3-yl)-1H-pyrazolo[4,3-c]quinoline-8-carboxamide